OCC(C#N)CC1=CC(=C(C=C1)OC)O 3-hydroxy-2-(3-hydroxy-4-methoxybenzyl)propanenitrile